ClC1=CC=C(C=C1)C1=CC2=CC=CC=C2C=C1C1=CC=CC=C1 2-(4-chlorophenyl)-3-phenylnaphthalene